ClC1=C(C(=O)NC=2OC(=NN2)C)C=CC(=C1[S@](=O)C)C(F)(F)F |r| 2-chloro-N-(5-methyl-1,3,4-oxadiazol-2-yl)-3-[(rac)-methylsulphinyl]-4-(trifluoromethyl)benzamide